2-bromo-3-(bromomethyl)-1,4-difluorobenzene BrC1=C(C=CC(=C1CBr)F)F